N-(5-isopropyl-1H-pyrazol-3-yl)-6-(((1S,2S,3R,5R)-2-methyl-8-azabicyclo[3.2.1]octan-3-yl)oxy)pyrazin-2-amine C(C)(C)C1=CC(=NN1)NC1=NC(=CN=C1)O[C@H]1[C@H]([C@@H]2CC[C@H](C1)N2)C